C1(CC1)C(=O)NC1=CC(=C(N=N1)C(=O)NOC)NC1=C(C(=CC=C1)C1=NN(C=C1)C)OC 6-(Cyclopropanecarboxamido)-N-methoxy-4-((2-methoxy-3-(1-methyl-1H-pyrazol-3-yl)phenyl)amino)pyridazine-3-carboxamide